C(C)N1C=C(C2=C(C=CC=C12)CC1=CC=C(C=C1)C(F)(F)F)C(=O)NC12CC(C1)(C2)CC(=O)O 2-[3-[[1-ethyl-4-[[4-(trifluoromethyl)phenyl]methyl]indole-3-carbonyl]amino]-1-bicyclo[1.1.1]pentanyl]acetic acid